ClC=1C(=CC2=C([C@@H]([C@](O2)(C2=CC=CC=C2)C2N(CCC2)C(=O)OC(C)(C)C)OC)C1B1OC(C(O1)(C)C)(C)C)F tert-butyl 2-((2S,3S)-5-chloro-6-fluoro-3-methoxy-2-phenyl-4-(4,4,5,5-tetramethyl-1,3,2-dioxaborolan-2-yl)-2,3-dihydrobenzofuran-2-yl)pyrrolidine-1-carboxylate